BrC1=CC=C(C=C1)C(C)(C#C)C=1N=C(SC1)NC(=O)NCC(CO)O 1-(4-(2-(4-bromophenyl)-but-3-yn-2-yl)thiazol-2-yl)-3-(2,3-dihydroxyprop-yl)urea